[4-(6-Chloro-2-methoxy-pyridin-3-ylamino)-benzyl]-carbamic acid tert-butyl ester C(C)(C)(C)OC(NCC1=CC=C(C=C1)NC=1C(=NC(=CC1)Cl)OC)=O